7-(8-chloro-7-fluoronaphthalen-1-yl)-4-((1R,5R)-2-(2-fluoroacryloyl)-2,6-diazabicyclo[3.2.0]hept-6-yl)-2-((tetrahydro-1H-pyrrolizin-7a(5H)-yl)methoxy)quinoline-3-acetonitrile ClC=1C(=CC=C2C=CC=C(C12)C1=CC=C2C(=C(C(=NC2=C1)OCC12CCCN2CCC1)CC#N)N1[C@@H]2CCN([C@@H]2C1)C(C(=C)F)=O)F